tert-butyl ((4-(4-methylthiazol-5-yl)cyclohexyl) methyl)carbamate CC=1N=CSC1C1CCC(CC1)CNC(OC(C)(C)C)=O